C(C)(C)(C)OC(=O)NC1=CC=C(C=C1)[C@@H]1NCCC[C@@H]1C(=O)OCC cis-Ethyl 2-(4-((tert-butoxycarbonyl) amino)phenyl)piperidine-3-carboxylate